methyl 3-(1-amino-4-ethoxy-4-oxobutan-2-yl)-2-fluorobenzoate NCC(CC(=O)OCC)C=1C(=C(C(=O)OC)C=CC1)F